[Pd](Cl)Cl palladium chlorid